BrC=1C=C(C=C(C1)NC1=NC(=NC=C1C1=CC=C(C=C1)CC(F)(F)F)NC=1C=NN(C1)C)NC(C=C)=O N-(3-bromo-5-((2-((1-methyl-1H-pyrazol-4-yl)amino)-5-(4-(2,2,2-trifluoroethyl)phenyl)pyrimidin-4-yl)amino)phenyl)acrylamide